tert-butyl (2S,6S)-4-[2-(8-fluoro-2-methyl-imidazo[1,2-a]pyridin-6-yl)-5-oxo-1,6-naphthyridin-6-yl]-2,6-dimethyl-piperidine-1-carboxylate FC=1C=2N(C=C(C1)C1=NC=3C=CN(C(C3C=C1)=O)C1C[C@@H](N([C@H](C1)C)C(=O)OC(C)(C)C)C)C=C(N2)C